CC=1C=C2C(C=C(OC2=C(C1)C(C)NC1=C(C(=O)O)C=CC=C1)C=1C=2N(C=CC1)N=CC2)=O 2-[1-(6-Methyl-4-oxo-2-pyrazolo[1,5-a]pyridin-4-yl-chromen-8-yl)ethylamino]benzoic acid